C1(=CC=C(C=C1)NC1=CC=C(C=C1)C=1OC2=C(C1)C=CC=C2)C2=CC=CC=C2 N-([1,1'-biphenyl]-4-yl)-4-(benzofuranyl)aniline